(p-tolyl)(m-chlorophenyl)methylene(cyclopentadienyl)(2,7-dimethyl-3,6-di-tert-butylfluorenyl)zirconium dichloride [Cl-].[Cl-].C1(=CC=C(C=C1)C(=[Zr+2](C1=C(C(=CC=2C3=CC(=C(C=C3CC12)C)C(C)(C)C)C(C)(C)C)C)C1C=CC=C1)C1=CC(=CC=C1)Cl)C